N,N-dimethyl-N-propargylammoniomethylborate-pinacol OC(C)(C)C(C)(C)O.C[N+](CC#C)(C)COB([O-])O